5-fluoro-N,N-diisopropyl-2-((4-(6-((tetrahydro-2H-pyran-4-yl)amino)-2-azaspiro[3.3]heptan-2-yl)pyrimidin-5-yl)oxy)benzamide FC=1C=CC(=C(C(=O)N(C(C)C)C(C)C)C1)OC=1C(=NC=NC1)N1CC2(C1)CC(C2)NC2CCOCC2